ClC1=CC=C(C=C1C1=C(C=CC=C1F)C#N)C(CNC1CCN(CCC1)C(=O)[O-])C1=CC=CC=C1 4-((2-(6-chloro-2'-cyano-6'-fluoro-[1,1'-biphenyl]-3-yl)-2-phenylethyl)amino)azepane-1-carboxylate